[O-][N+]1=C(C=CC2=CC=CC=C12)C(=O)OC methyl 1-oxidoquinolin-1-ium-2-carboxylate